5-fluoro-3-methylindoline-1,3-dicarboxylic acid FC=1C=C2C(CN(C2=CC1)C(=O)O)(C(=O)O)C